C(C=C)[C@@H]1O[C@@H]([C@@H]([C@H]1O)OCC1=CC=CC=C1)C[C@@H]1OC(OC1)(C)C (2S,3S,4R,5R)-2-allyl-4-(benzyloxyl)-5-(((S)-2,2-dimethyl-1,3-dioxolan-4-yl)methyl)tetrahydrofuran-3-ol